ClC1=NC=CC(=C1C=O)Cl 2,4-dichloropyridine-3-carbaldehyde